6-(7-(difluoromethyl)-6-(1-methyl-1H-pyrazol-4-yl)-3,4-dihydroquinolin-1(2H)-yl)-1,3-dimethyl-4-(prop-1-en-2-yl)-1H-benzo[d]imidazol-2(3H)-one FC(C1=C(C=C2CCCN(C2=C1)C=1C=C(C2=C(N(C(N2C)=O)C)C1)C(=C)C)C=1C=NN(C1)C)F